methyl-dimethylethoxysilan C[Si](OCC)(C)C